BrC=1N=C(C=2N(C1C(F)(F)F)N=CN2)N2[C@H](CC2)C(F)(F)F 6-bromo-5-(trifluoromethyl)-8-[(2R)-2-(trifluoromethyl)azetidin-1-yl]-[1,2,4]triazolo[1,5-a]pyrazine